N[C@@H]1[C@@H](OCC12CCN(CC2)C=2N=CC(=NC2CO)SC2=CC=1NC=3C(CCCC3C1N=C2Cl)O)C 3-((5-((3S,4S)-4-amino-3-methyl-2-oxa-8-azaspiro[4.5]dec-8-yl)-6-(hydroxymethyl)pyrazin-2-yl)thio)-2-chloro-6,7,8,9-tetrahydro-5H-pyrido[3,2-b]indol-6-ol